C(C)OC(=O)C1=C(N(C2=CC=C(C=C12)OC)C=1C=NN(C1)CCC)C 5-methoxy-2-methyl-1-(1-propyl-1H-pyrazol-4-yl)-1H-indole-3-carboxylic acid ethyl ester